S1C2=C(C=C1C(=O)NCC(C(=O)OC)(C)C)CCCCCC2 Methyl 3-[(4H,5H,6H,7H,8H,9H-cycloocta[b]thiophen-2-ylcarbonyl)amino]-2,2-dimethylpropionate